(R)-3-(4-bromo-3-chloro-phenyl)-2-isopropyl-3-((S)-2-methyl-propane-2-sulfinylamino)butanoic acid methyl ester COC([C@@H](C(C)(N[S@@](=O)C(C)(C)C)C1=CC(=C(C=C1)Br)Cl)C(C)C)=O